C(C1=CC=CC=C1)SC=1N=C(C=NC1)Cl 5-(benzylthio)-3-chloropyrazin